ethyl 5-bromopyridin-3-carboxylate BrC=1C=C(C=NC1)C(=O)OCC